(Biphenyl-3-yl)-4-(3-fluorophenyl)pyrrolidine-3-carboxamide hydrochloride Cl.C1(=CC(=CC=C1)N1CC(C(C1)C1=CC(=CC=C1)F)C(=O)N)C1=CC=CC=C1